2-(2-amino-6-hydroxy-9H-purin-9-yl)-N-(5-(4-methoxyphenyl)-1,3,4-oxadiazol-2-yl)acetamide NC1=NC(=C2N=CN(C2=N1)CC(=O)NC=1OC(=NN1)C1=CC=C(C=C1)OC)O